C1(CCCCC1)[C@@H]1[C@@H](C2=CC=C(C=C2CC1)O)C1=C(C=C(C=C1)N1CCC(CC1)C=O)F 1-(4-((1S,2R)-2-cyclohexyl-6-hydroxy-1,2,3,4-tetrahydronaphthalen-1-yl)-3-fluorophenyl)piperidine-4-carbaldehyde